tert-butyl (3S)-3-methyl-6-(2-tetrahydropyran-4-ylindazol-6-yl)-3,4-dihydro-2H-pyridine-1-carboxylate C[C@@H]1CN(C(=CC1)C=1C=CC2=CN(N=C2C1)C1CCOCC1)C(=O)OC(C)(C)C